hydrogen maleinate C(\C=C/C(=O)[O-])(=O)O